2-Hydroxy-3-[4-(2-hydroxyethyl)-1-piperazinyl]propanesulfonic acid OC(CS(=O)(=O)O)CN1CCN(CC1)CCO